FC=1C=C(CC2=NC=CC(=C2)N2N=C(C(=N2)C(=O)OC)C)C=C(C1)C(F)(F)F methyl 2-(2-(3-fluoro-5-(trifluoromethyl) benzyl) pyridin-4-yl)-5-methyl-2H-1,2,3-triazole-4-carboxylate